6-bromo-1,3-dimethyl-9H-pyrido[3,4-b]indole BrC=1C=C2C3=C(NC2=CC1)C(=NC(=C3)C)C